CN1N=CC2=CC=CC(=C12)NS(=O)(=O)C=1C=NC(=CC1)C1=CC=NN1 N-(1-METHYL-1H-INDAZOL-7-YL)-6-(1H-PYRAZOL-5-YL)PYRIDINE-3-SULFONAMIDE